NC1=C2C(=NC=N1)N(N=C2C2=C(C=C(C=C2)OC2=CC=CC=C2)F)[C@H]2CN(CCC2)C(=O)C(C#N)=CC(C)(N2CCN(CC2)C2COC2)C (R)-2-[3-[4-amino-3-(2-fluoro-4-phenoxy-phenyl)-pyrazolo[3,4-d]pyrimidin-1-yl]piperidine-1-carbonyl]-4-methyl-4-[4-(oxetan-3-yl)piperazin-1-yl]pent-2-enenitrile